N-((2R,3S)-1-(5-(1-acryloylazetidin-3-yl)-3-((2-(4-hydroxy-4-methyl-piperidin-1-yl)pyrimidin-4-yl)amino)isoquinolin-8-yl)-2-methylazetidin-3-yl)-N-isopropylmethanesulfonamide C(C=C)(=O)N1CC(C1)C1=C2C=C(N=CC2=C(C=C1)N1[C@@H]([C@H](C1)N(S(=O)(=O)C)C(C)C)C)NC1=NC(=NC=C1)N1CCC(CC1)(C)O